4-bromo-2-(difluoromethoxy)-N-(1,2,2,3,3-pentadeuteriocyclopropyl)-6-(trideuteriomethoxy)benzamide BrC1=CC(=C(C(=O)NC2(C(C2([2H])[2H])([2H])[2H])[2H])C(=C1)OC([2H])([2H])[2H])OC(F)F